1-((2R,4S,5R)-4-hydroxy-5-(hydroxymethyl)tetrahydrofuran-2-yl)-5-iodopyrimidine-2,4(1H,3H)-dione O[C@H]1C[C@@H](O[C@@H]1CO)N1C(NC(C(=C1)I)=O)=O